COC=1C=C2C(=NC(=NC2=CC1OC)C=C)N[C@H](C)C1=CC(=CS1)C1=C(CN(C(OC(C)(C)C)=O)C)C=CC=C1 tert-Butyl (R)-(2-(5-(1-((6,7-dimethoxy-2-vinylquinazolin-4-yl)amino)ethyl)thiophen-3-yl)benzyl)(methyl)carbamate